OCC1CCOC(O1)(C)C (4R-cis)-6-hydroxymethyl-2,2-dimethyl-1,3-dioxane